C(C(C)C)C1=CC(=C(S1)S(=O)(=O)NC1=NC=CC=N1)C1=CC=C(C=C1)CN1C(=NC=C1)C(C)C 5-Isobutyl-3-(4-((2-isopropyl-1H-imidazol-1-yl)methyl)phenyl)-N-(pyrimidin-2-yl)thiophene-2-sulfonamide